BrC1=CN2C=CN=C2C=N1 6-bromo-1,7-diazaindolizine